C(C1=CC=CC=C1)N(C(=O)N[C@@H](CC1=CC=CC=C1)C(=O)OC)N1C(C2=CC=CC=C2C1=O)=O methyl (benzyl(1,3-dioxoisoindolin-2-yl)carbamoyl)-L-phenylalaninate